N-[(1s,4s)-4-{[2-(dimethylamino)-6-(trifluoromethyl)pyrimidin-4-yl]amino}cyclohexyl]benzamide CN(C1=NC(=CC(=N1)NC1CCC(CC1)NC(C1=CC=CC=C1)=O)C(F)(F)F)C